4-chloro-1-(2-chlorophenyl)-1H-pyrazol-3-amine ClC=1C(=NN(C1)C1=C(C=CC=C1)Cl)N